C(C)(C)(C)OC(=O)NC1(CCN(CC1)C(=O)OCC1=CC=CC=C1)CF benzyl 4-[(tert-butoxycarbonyl)amino]-4-(fluoromethyl)piperidine-1-carboxylate